aminoethyloxyphenoxazine NCCOC1=CC=CC=2OC3=CC=CC=C3NC12